7-(2,2-Dimethyl-3-(4-(trifluoromethyl)phenyl)propyl)-2-thia-7-azaspiro[3.5]nonane-2,2-dioxide CC(CN1CCC2(CS(C2)(=O)=O)CC1)(CC1=CC=C(C=C1)C(F)(F)F)C